COC1=CC=C(COC=2C=NC3=CC=CC=C3C2)C=C1 3-((4-methoxybenzyl)oxy)quinoline